2-(5-azido-2-(hydroxymethyl)benzoyl)hydrazine-1-carboxylic acid tert-butyl ester C(C)(C)(C)OC(=O)NNC(C1=C(C=CC(=C1)N=[N+]=[N-])CO)=O